CN1CC(C(=CC1)C1=CC=C(CN2C=CC3=CC(=CC=C23)N2N=C(C=C2C)C(=O)N)C=C1)C 1-(1-(4-(1,3-dimethyl-1,2,3,6-tetrahydropyridin-4-yl)benzyl)-1H-indol-5-yl)-5-methyl-1H-pyrazole-3-carboxamide